N[C@@H]1CN(C[C@@H](C1(F)F)C)C1=C(C=C(C(=N1)NC=1C=C2C=C(C(N(C2=CC1)CC1COC1)=O)OCC(=O)NC)Cl)C#N 2-((6-((6-((3R,5S)-3-amino-4,4-difluoro-5-methylpiperidin-1-yl)-3-chloro-5-cyanopyridin-2-yl)amino)-1-(oxetan-3-ylmethyl)-2-oxo-1,2-dihydroquinolin-3-yl)oxy)-N-methylacetamide